C(C)(C)(C)N1N=C(C=C1NC1=CC2=C(CS(C2)(=O)=O)C=C1)C1CC(C1)O[Si](C1=CC=CC=C1)(C1=CC=CC=C1)C(C)(C)C 5-((1-(tert-butyl)-3-((1s,3s)-3-((tert-butyldiphenylsilyl)oxy)cyclobutyl)-1H-pyrazol-5-yl)amino)-1,3-dihydrobenzo[c]thiophene 2,2-dioxide